N=1NC(C2=CNC=3C=CC=CC3C21)=O 5H-pyrazolo[4,3-c]quinolone